COC=1C=C(CNC(=O)C2=CC3=C(N=C(S3)C=3C=NC(=CC3)C)C=C2)C=CC1 N-(3-methoxybenzyl)-2-(6-methylpyridin-3-yl)benzo[d]thiazole-6-carboxamide